C1(CCCC1)N1[C@@H](C(N(C=2C=NC(=NC12)NC1=CC(=CC=C1)OCCOCCOCCOC1CCNCC1)C)=O)CC (7R)-8-cyclopentyl-7-ethyl-5-methyl-2-[3-[2-[2-[2-(4-piperidyloxy)ethoxy]ethoxy]ethoxy]anilino]-7H-pteridin-6-one